tert-butyl (2R,5S)-2-[2-(1,5-dimethyl-3-piperidyl)-1,3-benzothiazol-5-yl]-5-methyl-piperidine-1-carboxylate CN1CC(CC(C1)C)C=1SC2=C(N1)C=C(C=C2)[C@@H]2N(C[C@H](CC2)C)C(=O)OC(C)(C)C